5-bromo-3-(difluoromethyl)-2-methylthiophene BrC1=CC(=C(S1)C)C(F)F